Imidazo[1,2-a]pyridine-3-acetamide N=1C=C(N2C1C=CC=C2)CC(=O)N